7-bromo-1-(4-methoxyphenyl)-2-oxo-1,2-dihydroquinoline-3-carboxylate BrC1=CC=C2C=C(C(N(C2=C1)C1=CC=C(C=C1)OC)=O)C(=O)[O-]